2-(3-(5-isopropoxypyridin-2-yl)-1,2,4-thiadiazol-5-ylamino)-N,N-dimethylpyridine-3-sulfonamide C(C)(C)OC=1C=CC(=NC1)C1=NSC(=N1)NC1=NC=CC=C1S(=O)(=O)N(C)C